1-acetoxy-1,2,3,4-tetrahydronaphthalene C(C)(=O)OC1CCCC2=CC=CC=C12